ClC1=CC=C(C=C1)[C@@H](NC(=O)N1[C@@H](C(NCC1)=O)C)C1CCN(CC1)CC(F)(F)F |o1:7| (2R)-N-((S or R)-(4-chlorophenyl)(1-(2,2,2-trifluoroethyl)piperidin-4-yl)methyl)-2-methyl-3-oxopiperazine-1-carboxamide